COC1=CC=C(C=C1)S(=O)(=O)N1N=C(C=C1)C(=O)NCC1=NC(=NO1)C 1-(4-methoxybenzene-1-sulfonyl)-N-[(3-methyl-1,2,4-oxadiazol-5-yl)methyl]-1H-pyrazole-3-carboxamide